1-(2-(dimethylamino)ethyl)-5-fluoro-N1-methyl-2-nitrobenzene-1,4-diamine CN(CCC1(C(C=C(C(=C1)F)N)[N+](=O)[O-])NC)C